6-(1-(1-acetylpiperidin-4-yl)-5-methyl-1H-pyrazol-4-yl)-4-((5-chloro-3-fluoro-6-methylpyridin-2-yl)thio)pyrazolo[1,5-a]pyridine-3-carbonitrile C(C)(=O)N1CCC(CC1)N1N=CC(=C1C)C=1C=C(C=2N(C1)N=CC2C#N)SC2=NC(=C(C=C2F)Cl)C